C1(CC1)NC(CC1N(C(CC1)=O)CC1=C(C(=CC=C1)F)F)=O N-cyclopropyl-2-[1-[(2,3-difluorophenyl)methyl]-5-oxopyrrolidin-2-yl]acetamid